C(C=C)C1C(=O)OCCC1 allyl-delta-valerolactone